CC=1CC(C(CC1)C(=O)O)C(=O)O.[Zn] zinc 4-methyl-4-cyclohexene-1,2-dicarboxylic acid